2-(1-(4-isopropylthiophen-2-yl)cyclopropyl)-3,5,6,7,8,9-hexahydro-4H-pyrimido[5,4-c]Azepin-4-one C(C)(C)C=1C=C(SC1)C1(CC1)C=1NC(C=2CNCCCC2N1)=O